7-chloro-2-(2-chloro-5-fluorobenzoyl)-1-naphthalenecarbonitrile ClC1=CC=C2C=CC(=C(C2=C1)C#N)C(C1=C(C=CC(=C1)F)Cl)=O